ClC=1C(=NC(=C(C1)F)C1=C(C=C(C=C1)C(F)(F)F)Cl)C(=O)O 3-Chloro-6-(2-chloro-4-(trifluoromethyl)phenyl)-5-fluoropicolinic acid